C1(C(C(C1C(=O)O)C(=O)O)C(=O)OC(=O)C1(C(CC1)(C(=O)O)C(=O)O)C(=O)O)C(=O)OC(=O)C1(C(CC1)(C(=O)O)C(=O)O)C(=O)O cyclobutanetetracarboxylic Cyclobutane-1,2,3,4-tetracarboxylic dianhydride